FC(C(=O)O)(F)F.F[C@H]1[C@H](NC1)CNS(=O)(=O)CC N-(((2R,3R)-3-fluoroazetidin-2-yl)methyl)ethanesulfonamide 2,2,2-trifluoroacetate